ClC=1C=CC=2N(C1)C(=NN2)CNC(=O)C=2C=NN(C2)CC=2N=C1N(C=C(C=C1)C1CC1)C2 N-((6-chloro-[1,2,4]triazolo[4,3-a]pyridin-3-yl)methyl)-1-((6-cyclopropylimidazo[1,2-a]pyridin-2-yl)methyl)-1H-pyrazole-4-carboxamide